3-iodopropyl trifluoromethanesulfonate FC(S(=O)(=O)OCCCI)(F)F